C(CCCCCC(=O)OCC(COC(CCCCCC(=O)OCC\C=C/CCCCC)=O)(CO)CO)(=O)OCC\C=C/CCCCC O7-[2,2-bis(hydroxymethyl)-3-[7-[(Z)-non-3-enoxy]-7-oxo-heptanoyl]oxy-propyl] O1-[(Z)-non-3-enyl] heptanedioate